ClC1=CC=C(CC2(OC(C3=CC=CC=C23)=O)OC)C=C1 3-(4-chlorobenzyl)-3-methoxyisobenzofuran-1(3H)-one